C(CCCCC)C(CO[Si](OC(CCCCCN(CCCCO)CCCCCC(OCCCCCCCC)O[Si](C)(C)OCC(CCCCCCCC)CCCCCC)OCCCCCCCC)(C)C)CCCCCCCC 16-hexyl-5-(6-((((2-hexyldecyl)oxy)dimethylsilyl)oxy)-6-(octyloxy)hexyl)-13,13-dimethyl-11-(octyloxy)-12,14-dioxa-5-aza-13-silatetracosan-1-ol